CN1CCN(CC1)CCCC(=O)O.[I].[Ir] iridium iodine 4-(4-methyl-1-piperazinyl)butyric acid